C(C)C1=C(C=C(C(=C1)O)F)C1=CC=C2C(=NNC2=C1)C=1NC=C(N1)CNC(=O)N1CCC(CC1)O N-((2-(6-(2-Ethyl-5-Fluoro-4-Hydroxyphenyl)-1H-Indazol-3-yl)-1H-Imidazol-4-yl)methyl)-4-Hydroxypiperidin-1-Carboxamid